L-1-undecyloxy-1-ethanol C(CCCCCCCCCC)OC(C)O